2-(methylthio)-1-(2-(4-(5-(trifluoromethyl)furan-2-yl)-1H-imidazol-2-yl)piperidin-1-yl)propan-1-one CSC(C(=O)N1C(CCCC1)C=1NC=C(N1)C=1OC(=CC1)C(F)(F)F)C